FC1=CC=C(C=C1)[C@H]1[C@@H](C1)NCCC[C@@H](C(=O)N1N=NC(=C1)CCO)NC(C1=CC=C(C=C1)C1=NC=CC=N1)=O N-[(2S)-5-[[(1R,2S)-2-(4-Fluorophenyl)cyclopropyl]amino]-1-[4-(2-hydroxyethyl)1H-1,2,3-triazol-1-yl]-1-oxopentan-2-yl]-4-(pyrimidin-2-yl)benzamide